C(CCCCCCC)[NH+]1CCCC1 1-octyl-1-pyrrolidinium